N'-(4-chlorophenyl)quinoline-6-carbohydrazide ClC1=CC=C(C=C1)NNC(=O)C=1C=C2C=CC=NC2=CC1